(S)-1-(2-bromo-4-(5-(4-cyclohexyl-3-(trifluoromethyl)phenyl)-1,2,4-oxadiazol-3-yl)benzyl)pyrrolidine-3-carboxylic acid BrC1=C(CN2C[C@H](CC2)C(=O)O)C=CC(=C1)C1=NOC(=N1)C1=CC(=C(C=C1)C1CCCCC1)C(F)(F)F